2,2,2-Trichloroethyl (E)-((2-methyl-4-phenylbut-3-enoyl)oxy)carbamate CC(C(=O)ONC(OCC(Cl)(Cl)Cl)=O)\C=C\C1=CC=CC=C1